O=C1NC(CCC1C1=NN(C2=C(C=CC=C12)N1CC(C1)N1CCN(CC1)C(=O)OC(C)(C)C)C)=O tert-butyl 4-(1-(3-(2,6-dioxopiperidin-3-yl)-1-methyl-1H-indazol-7-yl)azetidin-3-yl)piperazine-1-carboxylate